ClC=1C=C(C2=C(OC(OC2=O)(C)C)C1)O 7-Chloro-5-hydroxy-2,2-dimethyl-4H-benzo[d][1,3]dioxin-4-one